C1(CCCCCC1)[C@@H](C(=O)NC1=NC=C(C=C1)C=1C(=NOC1C)C)NC(=O)C1=CN=NN1C (S)-N-(1-cycloheptyl-2-((5-(3,5-dimethylisoxazol-4-yl)pyridin-2-yl)amino)-2-oxoethyl)-1-methyl-1H-1,2,3-triazole-5-carboxamide